3-((4-(5-chloro-3-methyl-2-(piperidin-4-yloxy)phenyl)pyrrolo[2,1-f][1,2,4]triazin-6-yl)methyl)-6,6-dimethyl-3-azabicyclo[3.1.0]hexane-2,4-dione hydrochloride Cl.ClC=1C=C(C(=C(C1)C1=NC=NN2C1=CC(=C2)CN2C(C1C(C1C2=O)(C)C)=O)OC2CCNCC2)C